2-methoxy-3,6-dichlorobenzoic acid COC1=C(C(=O)O)C(=CC=C1Cl)Cl